ClC=1C(=C(C=CC1F)NC1=NC=NC2=CC(=C(C=C12)O[C@@H](C)C1=NC=CC=N1)C=1C=NN(C1)C([2H])([2H])[2H])F (S)-N-(3-chloro-2,4-difluorophenyl)-7-(1-(methyl-d3)-1H-pyrazol-4-yl)-6-(1-(pyrimidin-2-yl)ethoxy)quinazolin-4-amine